O-benzyl-oxyamine C(C1=CC=CC=C1)ON